6-(4-amino-2,3-difluorophenyl)-8-(1,1-difluoropropan-2-yl)-2-(methylthio)pyrido[2,3-d]pyrimidin-7(8H)-one NC1=C(C(=C(C=C1)C1=CC2=C(N=C(N=C2)SC)N(C1=O)C(C(F)F)C)F)F